BrC=1C=CC2=C(C(=N[C@H](C=3N2C(=NN3)SC(C)=O)CCC(=O)OC)C3=C(C=CC=C3)Cl)C1 methyl (S)-3-(8-bromo-6-(2-chlorophenyl)-1-(acetylthio)-4H-benzo[f][1,2,4]triazolo[4,3-a][1,4]diazepin-4-yl)propionate